FC1(CN(CC[C@H]1NC1=NN2C(C(=N1)OC)=C(C=C2)C=2C=CC1=C(N(C(=N1)C)CCF)C2)C)F (R)-N-(3,3-difluoro-1-methylpiperidin-4-yl)-5-(1-(2-fluoroethyl)-2-methyl-1H-benzo[d]imidazol-6-yl)-4-methoxypyrrolo[2,1-f][1,2,4]triazin-2-amine